C(C)(C)(C)N(C(O)=O)CC1=CC=C(C=C1)NC(=O)OC1=CC=C(C=C1)[N+](=O)[O-].ICC(=O)N 2-iodoacetamid tert-butyl-(4-(((4-nitrophenoxy)carbonyl)amino)benzyl)carbamate